N-butyl-imidazole chloride salt [Cl-].C(CCC)N1C=NC=C1